ClC=1C=CC=C2C=C(NC12)C(=O)N1[C@@H](COCC1)C(=O)N[C@H](C=O)C[C@H]1C(NCC1)=O (S)-4-(7-chloro-1H-indole-2-carbonyl)-N-((S)-1-oxo-3-((S)-2-oxopyrrolidin-3-yl)propan-2-yl)morpholine-3-carboxamide